7-((4-(2-chloro-6-(methylcarbamoyl)pyridin-3-yl)piperazin-1-yl)methyl)-6-fluorofuro[2,3-c]quinolin-4(5H)-one ClC1=NC(=CC=C1N1CCN(CC1)CC=1C=CC=2C3=C(C(NC2C1F)=O)OC=C3)C(NC)=O